N6,N6-Dimethylisoxazolo[5,4-b]pyridine-3,6-diamine CN(C1=CC=C2C(=N1)ON=C2N)C